[Na].CC1=NC=CN1C methyl-3-methylimidazole sodium